2-(1H-indazol-3-yl)quinoline N1N=C(C2=CC=CC=C12)C1=NC2=CC=CC=C2C=C1